(1s,3s)-3-((2-(5-formyl-1-methyl-1H-pyrazol-4-yl)-4-methylpyrimidin-5-yl)oxy)cyclohexane-1-carboxylic acid isopropyl ester C(C)(C)OC(=O)[C@@H]1C[C@H](CCC1)OC=1C(=NC(=NC1)C=1C=NN(C1C=O)C)C